O[C@@H]1[C@H](CCCC1)NC(C1=NC(=C(C(=C1)CC=1C=NC(=CC1)C=1C=NN(C1)C)C)N1N=CC=C1)=O N-((1S,2S)-2-hydroxycyclohexyl)-5-methyl-4-((6-(1-methyl-1H-pyrazol-4-yl)pyridin-3-yl)methyl)-6-(1H-pyrazol-1-yl)picolinamide